N1=C(NC2=C1C=CC=C2)NCC2=C(C=CC(=C2)F)OCOC benzimidazol-2-yl-[5-fluoro-2-(methoxymethoxy)phenyl]methylamine